4-(((trifluoromethyl)sulfonyl)oxy)benzofuran-6-carboxylic acid ethyl ester C(C)OC(=O)C1=CC2=C(C=CO2)C(=C1)OS(=O)(=O)C(F)(F)F